11-Nonacosenoic acid C(CCCCCCCCCC=CCCCCCCCCCCCCCCCCC)(=O)O